CC1=C(C2=C(S1)C=CC=C2)C2=C(C(C(C2(F)F)(F)F)(F)F)C=2C1=C(SC2C)C=CC=C1 1,2-bis[2-methylbenzo[b]thiophen-3-yl]-3,3,4,4,5,5-hexafluorocyclopentene